3-(((2-methyloxazol-5-yl)methyl)amino)-7,8-dihydro-1,6-naphthyridin CC=1OC(=CN1)CNC=1C=NC=2CCN=CC2C1